C(#C)[C@@]1(O[C@H](C=C1)N1C(NC(C(=C1)C)=O)=O)CO (2R,5R)-2-ethynyl-5-(5-methyl-2,4-dioxo-3,4-dihydropyrimidin-1(2H)-yl)-2,5-dihydrofuran-2-methanol